CC(C(=O)OCCC(C)C)C 3-METHYLBUTYL 2-METHYLPROPANOATE